9-(cyclopropylmethyl)-1-oxa-4,9-diazaspiro[5.5]undecan-5-one C1(CC1)CN1CCC2(C(NCCO2)=O)CC1